2-({2-[4-(2-hydroxyethoxy)pyridin-2-yl]-5,6-dimethylthieno[2,3-d]pyrimidin-4-yl}(methyl)amino)-N-(6-methylpyridin-3-yl)acetamide OCCOC1=CC(=NC=C1)C=1N=C(C2=C(N1)SC(=C2C)C)N(CC(=O)NC=2C=NC(=CC2)C)C